BrC=1C(=NC(=CC1)C1=C(C=C(C=C1)F)COC1OCCCC1)C 3-bromo-6-(4-fluoro-2-(((tetrahydro-2H-pyran-2-yl)oxy)methyl)phenyl)-2-methylpyridine